C(#N)C1=CC=C2CCC/C(/C2=C1)=C\C(=O)OCC ethyl (2E)-2-(7-cyano-3,4-dihydro-2H-naphthalen-1-ylidene)acetate